3-hydroxy-3-phenylazetidin OC1(CNC1)C1=CC=CC=C1